racemic-3-amino-1-methyl-pyrrolidin-2-one N[C@H]1C(N(CC1)C)=O |r|